N-(2-aminoethyl)-3-iodopyridinium chloride hydrochloride Cl.[Cl-].NCC[N+]1=CC(=CC=C1)I